methyl 7-bromo-3-methyl-2-oxo-2,3-dihydro-1H-benzo[d]imidazole-5-carboxylate BrC1=CC(=CC2=C1NC(N2C)=O)C(=O)OC